11-aza-nonadecane-19-amide CCCCCCCCCCNCCCCCCCC(=O)N